C(C)(C)(C)[Si](OCCCC1CCN(CC1)C=1C=CC(=NC1)N)(C)C 5-[4-[3-[tert-butyl-(dimethyl)silyl]oxypropyl]-1-piperidinyl]pyridin-2-amine